Methyl (1S,3S)-3-((2-methyl-6-(1-methyl-5-(((((4-oxopentyl)oxy)carbonyl)amino) methyl)-1H-1,2,3-triazol-4-yl)pyridin-3-yl)oxy)cyclohexane-1-carboxylate CC1=NC(=CC=C1O[C@@H]1C[C@H](CCC1)C(=O)OC)C=1N=NN(C1CNC(=O)OCCCC(C)=O)C